C(C)(C)(C)OC(=O)N1CCN(CC1)C=1C2=C(N=CN1)NC(C[C@H]2C)=O (R)-4-(5-methyl-7-oxo-5,6,7,8-tetrahydropyrido[2,3-d]pyrimidin-4-yl)piperazine-1-carboxylic acid tert-butyl ester